di(n-pentyl)(2-ethylhexyl)cyclohexane C(CCCC)C1(CCC(CC1)CC(CCCC)CC)CCCCC